OC[C@H]1N(C[C@@H]([C@H]([C@@H]1O)O)O)C[C@H]1CN(CCC1)C1=NC(=CC=C1)C(F)(F)F (2R,3R,4R,5S)-2-(hydroxymethyl)-1-(((S)-1-(6-(trifluoromethyl)pyridin-2-yl)piperidin-3-yl)methyl)piperidine-3,4,5-triol